5-fluoro-4-(4,4,5,5-tetramethyl-1,3,2-dioxaborolan-2-yl)-2-(2,2,2-trifluoroethoxy)pyridine FC=1C(=CC(=NC1)OCC(F)(F)F)B1OC(C(O1)(C)C)(C)C